chloro-N-methyl-N-(3-(6-(piperazin-1-yl)pyridin-3-yl)phenyl)-[1,2,4]triazolo[4,3-a]quinazolin-5-amine ClC1=NN=C2N1C1=CC=CC=C1C(=N2)N(C2=CC(=CC=C2)C=2C=NC(=CC2)N2CCNCC2)C